C1(CC1)C1=NC=2N(C(=C1)CCCN1C(C3=CC=CC=C3C1=O)=O)N=C(C2)[C@H]2N(CCCC2)C(=O)OC(C)(C)C tert-butyl (2S)-2-[5-cyclopropyl-7-[3-(1,3-dioxoisoindolin-2-yl)propyl]pyrazolo[1,5-a]pyrimidin-2-yl]piperidine-1-carboxylate